FC1=C2C(C(NC2=CC=C1B1OC(C(O1)(C)C)(C)C)=O)(C)C 4-fluoro-3,3-dimethyl-5-(4,4,5,5-tetramethyl-1,3,2-dioxaborolan-2-yl)indolin-2-one